CCOC1=NC2=CC=CC(=C2N1CC3=CC=C(C=C3)C4=CC=CC=C4C5=NOC(=N5)[O-])C(=O)OCC6=C(OC(=O)O6)C The molecule is an organic anion obtained by deprotonation of the oxadiazolone ring of azilsartan medoxomil. It is a conjugate base of an azilsartan medoxomil.